C(C1=CC=CC=C1)N1N=C(C(C(=C1)OCC1=CC=CC=C1)=O)C(=O)N1[C@H](CCC1)[C@@H]([C@H](C1=CC=CC=C1)C1=C(C(=CC=C1)F)F)OS(=O)(=O)C methanesulfonic acid (1R,2R)-1-((R)-1-(1-benzyl-5-(benzyloxy)-4-oxo-1,4-dihydropyridazine-3-carbonyl) pyrrolidin-2-yl)-2-(2,3-difluorophenyl)-2-phenylethyl ester